benzyldisulfane C(C1=CC=CC=C1)SS